4-formyl-N,N-dipropylbenzenesulfonamide C(=O)C1=CC=C(C=C1)S(=O)(=O)N(CCC)CCC